NC1(CCN(CC1)C(=O)OC(C)(C)C)C(C1=CC=CC=C1)F tert-butyl 4-amino-4-(fluoro(phenyl)methyl)piperidine-1-carboxylate